C(#N)C=1C=C(CNC(OC(C)(C)C)=O)C=C(C1)F tert-Butyl (3-cyano-5-fluorobenzyl)carbamate